O\N=C(/C(=O)NC1=CC(=CC=C1)C(C(F)(F)F)=O)\C(C)=O (Z)-2-(hydroxyimino)-3-oxo-N-(3-(2,2,2-trifluoroacetyl)phenyl)butanamide